(2-fluoro-4-((4-phenylpyridin-2-yl)carbamoyl)phenyl)boronic acid FC1=C(C=CC(=C1)C(NC1=NC=CC(=C1)C1=CC=CC=C1)=O)B(O)O